C(#N)C=1C=C(C=CC1)N1N=CC(=C1)[C@H](C(=O)NC1=CC(=NN1)C1CC1)C (R)-2-(1-(3-cyanophenyl)-1H-pyrazol-4-yl)-N-(3-cyclopropyl-1H-pyrazol-5-yl)propanamide